1-(5-(4-((5-cyclopropyl-1H-pyrazol-3-yl)amino)quinazolin-2-yl)-2,5-diazabicyclo[2.2.1]heptan-2-yl)-2-methylpropan-1-one C1(CC1)C1=CC(=NN1)NC1=NC(=NC2=CC=CC=C12)N1C2CN(C(C1)C2)C(C(C)C)=O